2-Amino-N-(1-(4-chloro-7-ethoxy-1H-indazol-6-yl)ethyl)-6-(5-(hydroxymethyl)pyridin-3-yl)imidazo[1,2-b]pyridazine-3-carboxamide NC=1N=C2N(N=C(C=C2)C=2C=NC=C(C2)CO)C1C(=O)NC(C)C1=CC(=C2C=NNC2=C1OCC)Cl